(S)-N-(1-(1H-benzo[d]imidazol-2-yl)-5-(5-nitrofuran-2-carboximidamido)pentyl)-4'-ethynyl-[1,1'-biphenyl]-4-carboxamide N1C(=NC2=C1C=CC=C2)[C@H](CCCCNC(=N)C=2OC(=CC2)[N+](=O)[O-])NC(=O)C2=CC=C(C=C2)C2=CC=C(C=C2)C#C